CC1=C(OC2=C(C1=O)C=C(C=C2[C@@H](C)NC=2C(=NC=CC2)C#N)C)C2=CC=CC=C2 3-[[(1R)-1-(3,6-dimethyl-4-oxo-2-phenyl-benzopyran-8-yl)ethyl]amino]pyridine-2-carbonitrile